BrC1=CC(=C(O[C@H](C(=O)O)CF)C=C1)C1=CC=NO1 (R)-2-[4-bromo-2-(5-isoxazolyl)phenoxy]-3-fluoropropionic acid